(R)-1-methylpiperidin-3-amine dihydrochloride Salt Cl.Cl.CN1C[C@@H](CCC1)N